CN(C(N(C)C)=NCCC[Si](OC)(OC)OC)C tetramethyl-N''-[3-(trimethoxysilyl)propyl]guanidine